C(C)(C)(C)C(=O)SC1CS(CC1)(=O)=O 3-tert-butylcarbonylthiotetrahydrothiophene-1,1-dioxide